CC=1C=C(C=C(C1)C)NC1=NC=2N(C(=C1)NC)N=CC2NC(=O)N[C@H]2[C@H](C2)F 1-(5-((3,5-dimethylphenyl)amino)-7-(methylamino)pyrazolo[1,5-a]pyrimidin-3-yl)-3-((1R,2S)-2-fluorocyclopropyl)urea